ethyl (1S,2R,3R,3'S,4R)-3-(((benzyloxy)carbonyl)amino)spiro[bicyclo[2.2.1]heptane-2,1'-cyclohexane]-3'-carboxylate C(C1=CC=CC=C1)OC(=O)N[C@@H]1[C@@H]2CC[C@@H](C2)[C@@]12C[C@H](CCC2)C(=O)OCC